N-(2,6-difluoro-3-(5-(2-(pyrrolidin-1-yl)pyrimidin-5-yl)-1H-pyrrolo-[2,3-b]pyridine-3-carbonyl)phenyl)-propane-1-sulfonamide FC1=C(C(=CC=C1C(=O)C1=CNC2=NC=C(C=C21)C=2C=NC(=NC2)N2CCCC2)F)NS(=O)(=O)CCC